2-Methacryloyloxyethyl phosphat P(=O)(OCCOC(C(=C)C)=O)([O-])[O-]